C1(=CC=CC=C1)C=1N=NN(C1C1=CC=CC=C1)CCC[Si](OCC)(OCC)OCC 4,5-diphenyl-1-[3-(triethoxysilyl)propyl]-1,2,3-triazole